C(C1=CC=CC=C1)OC[C@H](CCl)OC[C@H](COS(=O)(=O)C1=CC=C(C=C1)C)O (2R)-1-{[(2R)-1-(benzyloxy)-3-chloroprop-2-yl]Oxy}-3-[(4-methylbenzenesulfonyl)oxy]Propan-2-ol